6-Cyano-3-{4-[5-(2-hydroxy-ethylamino)-pyrazin-2-yl]-benzylamino}-pyrazine-2-carboxylic acid [(S)-1-(3,4-difluorophenyl)-ethyl]-amide FC=1C=C(C=CC1F)[C@H](C)NC(=O)C1=NC(=CN=C1NCC1=CC=C(C=C1)C1=NC=C(N=C1)NCCO)C#N